C(C)(C)(C)OC(=O)N1CC2=C(CC1)N=CN2CC2CC2 3-(cyclopropylmethyl)-6,7-dihydro-3H-imidazo[4,5-c]pyridine-5(4H)-carboxylic acid tert-butyl ester